C(C)(C)C1=C(NC2=CC=C(C=C12)C1CCN(CC1)C1CCOCC1)C=1C=CC=2N(C1)N=CN2 6-(3-isopropyl-5-(1-(tetrahydro-2H-pyran-4-yl)piperidin-4-yl)-1H-indol-2-yl)-[1,2,4]triazolo[1,5-a]pyridine